FC(C1=CC(=NN1)C(=O)N)(F)F 5-(trifluoromethyl)pyrazole-3-carboxamide